OC1=CC(=C(C=C1)NC1=NNC=C1)C 3-((4-hydroxy-2-methylphenyl)amino)-1H-pyrazol